N1(N=NC2=C1N=CC=C2)O[P+](N2CCCC2)(N2CCCC2)N2CCCC2 (7-Azabenzotriazol-1-yloxy)tripyrrolidinophosphonium